(1S,9S)-1-amino-9-ethyl-4,5-difluoro-9-hydroxy-1,2,3,9,12,15-hexahydro-10H,13H-benzo[de]pyrano[3',4':6,7]indolizino[1,2-b]quinolin-10,13-dione hydrochloride Cl.N[C@H]1CCC=2C=3C1=C1C(=NC3C=C(C2F)F)C2=CC3=C(C(N2C1)=O)COC([C@]3(O)CC)=O